NC=1C=C(C=C(C1)C(F)(F)F)[C@@H](C)NC=1C2=C(N=C(N1)Cl)C=NC(=C2)N2CCN(CC2)CC (R)-N-(1-(3-amino-5-(trifluoromethyl)phenyl)ethyl)-2-chloro-6-(4-ethylpiperazin-1-yl)pyrido[3,4-d]pyrimidin-4-amine